1-CHLORONAPHTHALENE-2-BORONIC ACID ClC1=C(C=CC2=CC=CC=C12)B(O)O